4-(1-isopropyl-1H-pyrazol-4-yl)-3-methyl-1H-pyrrole-2-carboxylic acid methyl ester COC(=O)C=1NC=C(C1C)C=1C=NN(C1)C(C)C